O[C@@]1(C(N(CC1)C)=O)C1=NNC(=C1)C=1C=C(C=CC1)C1=CC=CC(=N1)C(=O)N (R)-6-(3-(3-(3-Hydroxy-1-methyl-2-oxopyrrolidin-3-yl)-1H-pyrazol-5-yl)phenyl)picolinamide